C1(CC1)S(=O)(=O)NC1=CC(=NC=C1)[C@@H](CC)NC(C1=C(C=C(C=C1)C1=NC(=CN=C1)OCC)F)=O N-[(1R)-1-(4-cyclopropanesulfonamidopyridin-2-yl)propyl]-4-(6-ethoxypyrazin-2-yl)-2-fluorobenzamide